(S)-4-(6-Chloro-5-fluoro-2-oxo-1,2-dihydrospiro[benzo[d][1,3]oxazine-4,3'-pyrrolidin]-1'-yl)-N-(4-((4-methyl-1H-pyrazol-1-yl)methyl)benzyl)picolinamide ClC1=C(C2=C(NC(O[C@]23CN(CC3)C3=CC(=NC=C3)C(=O)NCC3=CC=C(C=C3)CN3N=CC(=C3)C)=O)C=C1)F